(4-iodo-3-methylisoxazol-5-yl)methyl benzoate C(C1=CC=CC=C1)(=O)OCC1=C(C(=NO1)C)I